C(C)[C@]1(C(OCC=2C(N3CC=4C(=NC=5C=C(C(=C6C5C4[C@H](CC6)NC(CC(C)O)=O)C)F)C3=CC21)=O)=O)O N-((1S,9S)-9-ethyl-5-fluoro-9-hydroxy-4-methyl-10,13-dioxo-2,3,9,10,13,15-hexahydro-1H,12H-benzo[de]pyrano[3',4':6,7]indolizino[1,2-b]quinolin-1-yl)-3-hydroxybutyramide